N-[(3R,4R)-1-benzyl-4-methyl-3-piperidinyl]-N-methyl-7-(p-toluenesulfonyl)pyrrolo[2,3-d]pyrimidin-4-amine C(C1=CC=CC=C1)N1C[C@@H]([C@@H](CC1)C)N(C=1C2=C(N=CN1)N(C=C2)S(=O)(=O)C2=CC=C(C)C=C2)C